1-ethoxyethene-2-boronic acid pinacol ester C(C)OC=CB1OC(C)(C)C(C)(C)O1